C(C)(C)(C)[Si](OCCC1=C(N=NC(=C1C)Cl)Cl)(C1=CC=CC=C1)C1=CC=CC=C1 4-(2-{[tert-butyldi(phenyl)silyl]oxy}ethyl)-3,6-dichloro-5-methylpyridazine